C(#N)C=1C=C(C=CC1)C1=C(C=C(C=C1)C#N)NS(=O)(=O)C=1C=C(C(=O)O)C=CC1CC 3-(N-(3',4-dicyano-[1,1'-biphenyl]-2-yl)sulfamoyl)-4-ethylbenzoic acid